IC1=NNC2=C1N=C(N=C2O)C(F)(F)F 3-iodo-5-(trifluoromethyl)-1H-pyrazolo[4,3-d]Pyrimidine-7-ol